[B].[Sn].[Ni].[Cu] copper-nickel-tin-boron